FC=1C(=CC(=NC1)C(F)(F)F)C(C(=O)N1C[C@]2(CC1)NC1=NC(=C(C=C1CC2)C2=NC=CC=N2)C)C 2-[5-fluoro-2-(trifluoromethyl)pyridin-4-yl]-1-[(2S)-7-methyl-6-(pyrimidin-2-yl)-3,4-dihydro-1H-spiro[1,8-naphthyridine-2,3'-pyrrolidin]-1'-yl]propan-1-one